COC=C(C)C=1C=C(C=CC1)CC1(CC1)C(=O)Cl 1-{[3-(1-methoxyprop-1-en-2-yl)phenyl]methyl}cyclopropane-1-carboxylic acid chloride